methyl 4-{4-[(tert-butoxycarbonyl)(ethyl)amino]piperidin-1-yl}-2H-indazole-7-carboxylate C(C)(C)(C)OC(=O)N(C1CCN(CC1)C=1C2=CNN=C2C(=CC1)C(=O)OC)CC